rel-methyl (R)-3-(1-(hex-5-en-1-yl)-4-methyl-1H-benzo[d]imidazol-5-yl)-3-(1,2,3,4-tetrahydroisoquinolin-7-yl)propanoate trihydrochloride Cl.Cl.Cl.C(CCCC=C)N1C=NC2=C1C=CC(=C2C)[C@H](CC(=O)OC)C2=CC=C1CCNCC1=C2 |o1:19|